3-(tert-butyl)-1-cyclohexyl-1-(2-hydroxyethyl)thiourea C(C)(C)(C)NC(N(CCO)C1CCCCC1)=S